FC(N1N=C(C=C1)CON1C(C2=CC(=CC=C2C1)C1=CC=C(C=C1)F)=O)F ((1-(difluoromethyl)-1H-pyrazol-3-yl)methoxy)-6-(4-fluorophenyl)isoindolin-1-one